(2S,5S)-4-[1-(2,2-difluoroethyl)cyclobutane-1-carbonyl]-2,3,4,5-tetrahydro-2,5-methanopyrido[3,4-f][1,4]oxazepine-9-carbonitrile FC(CC1(CCC1)C(=O)N1C[C@H]2OC3=C([C@@H]1C2)C=NC=C3C#N)F